N-Furan-2-ylmethyl-N1-(4-methoxyphenyl)-6-morpholin-4-yl-[1,3,5]triazine-2,4-diamine O1C(=CC=C1)CNC1N(C(=NC(=N1)N)N1CCOCC1)C1=CC=C(C=C1)OC